C1(=CC=C(C=C1)S(=O)(=O)NC1=C(C=C(C=C1)F)C#CC=1C(=CC(=NC1)C(=O)O)C)C1=CC=CC=C1 5-[2-(2-{[1,1'-biphenyl]-4-sulfonamido}-5-fluorophenyl)ethynyl]-4-methylpyridine-2-carboxylic acid